α-[[(3-Aminocyclobutyl)amino]methyl]benzenemethanol NC1CC(C1)NCC(O)C1=CC=CC=C1